2-methyl-N-(4-(trifluoromethyl)benzyl)propan-1-amine CC(CNCC1=CC=C(C=C1)C(F)(F)F)C